(R)-5-(2-(3-fluoropyridin-2-yl)pyrrolidin-1-yl)-3-(4-methyl-1H-pyrazol-1-yl)pyrazolo[1,5-a]pyrimidine FC=1C(=NC=CC1)[C@@H]1N(CCC1)C1=NC=2N(C=C1)N=CC2N2N=CC(=C2)C